C(C)C1=C2C(=CN(C2=NC=N1)[C@H]1[C@H](O)[C@H](O)[C@H](O1)CO)C#C 6-Ethyl-7-ethynyl-9-β-D-ribofuranosyl-7-deazapurine